((benzyloxy)carbonyl)-D-asparagine C(C1=CC=CC=C1)OC(=O)N[C@H](CC(N)=O)C(=O)O